C(CCCCCCC)OC(CCC(=O)OCCCCN(CCCCOC(CCC(OCCCCCCCC)OCCCCCCCC)=O)CCO)OCCCCCCCC ((2-hydroxyethyl)azanediyl)bis(butane-4,1-diyl) bis(4,4-bis(octyloxy)butanoate)